ClC=1C(=CC(=NC1)F)C=1N=C(N2C1[C@H](N(CC2)C(=O)C2=CC=C(C=C2)F)C)C2=NC(=NS2)C (R)-(1-(5-chloro-2-fluoropyridin-4-yl)-8-methyl-3-(3-methyl-1,2,4-thiadiazol-5-yl)-5,6-dihydroimidazo[1,5-a]pyrazin-7(8H)-yl)(4-fluorophenyl)methanone